ClC1=C(C=CC(=C1)Cl)C1=CC(=C(C=C1)C(=O)OC(CN(C)C)C)NC(=O)C1=C(C=C(C(=C1)O)C(=O)O)C(=O)O 4-{[2',4'-dichloro-4-({[1-(dimethylamino)propan-2-yl]oxy}carbonyl)-[1,1'-biphenyl]-3-yl]carbamoyl}-6-hydroxybenzene-1,3-dicarboxylic acid